N-ethyl-2-methyl-N-(4-(5-methyl-1H-pyrazol-3-yl)phenyl)aniline C(C)N(C1=C(C=CC=C1)C)C1=CC=C(C=C1)C1=NNC(=C1)C